CN(C(CCCCCCCCC)CCCCCCCCC\C=C/CCCCCCCC)C (20Z)-N,N-dimethyl-nonacos-20-en-10-amine